ClC=1C=C(C=CC1OC(C)C)B(O)O (3-chloro-4-isopropoxy-phenyl)boronic acid